FC(C1=CC=C(C=C1)C1(CC1)CO)(F)F (1-(4-(trifluoromethyl)phenyl)cyclopropyl)methanol